NC1CCN(CC1)C=1N(C(C(=C(N1)C1=CC(=C(C#N)C=C1)F)C1=CC=C2C=CN(C2=C1)C)=O)C 4-[2-[4-amino-piperidin-1-yl]-1-methyl-5-(1-methyl-1H-indol-6-yl)-6-oxo-1,6-dihydro-pyrimidin-4-yl]-2-fluoro-benzonitrile